(1-(6-(3-(fluoromethyl)tetrahydrofuran-3-yl)pyridin-2-yl)-1H-pyrazolo[4,3-c]pyridin-6-yl)acetamide FCC1(COCC1)C1=CC=CC(=N1)N1N=CC=2C=NC(=CC21)CC(=O)N